(1S,3S)-Ethyl 3-((6-(4-((((2-cyclopropylethyl)(methyl)carbamoyl)oxy)methyl)-3-methyl-isoxazol-5-yl)-2-methylpyridin-3-yl)oxy)cyclohexanecarboxylate C1(CC1)CCN(C(=O)OCC=1C(=NOC1C1=CC=C(C(=N1)C)O[C@@H]1C[C@H](CCC1)C(=O)OCC)C)C